ClC=1N=CC=C2C1N(C(=C2)C(=O)OCC)CC2CC2 ethyl 7-chloro-1-(cyclopropylmethyl)-1H-pyrrolo[2,3-c]pyridine-2-carboxylate